N-(1-(3-chloro-2-fluorophenyl)-2-methoxyethyl)-6-(((S)-pyrrolidin-3-yl)oxy)pyrido[3,2-d]pyrimidin-4-amine ClC=1C(=C(C=CC1)C(COC)NC=1C2=C(N=CN1)C=CC(=N2)O[C@@H]2CNCC2)F